3-methylpentyl chloroformate ClC(=O)OCCC(CC)C